N-(3-cyclopropoxy-4-(5-(oxetan-3-yl)-2,5-diazabicyclo[2.2.1]heptan-2-yl)phenyl)-6-(1H-indol-6-yl)-[1,2,4]triazolo[1,5-a]pyrazin-8-amine C1(CC1)OC=1C=C(C=CC1N1C2CN(C(C1)C2)C2COC2)NC=2C=1N(C=C(N2)C2=CC=C3C=CNC3=C2)N=CN1